BrC=1C=C(C=CC1)C(C(C)(C1=CC=CC=C1)C)O 1-(3-bromophenyl)-2-methyl-2-phenylpropan-1-ol